2,2'-[oxybis(methylene)]bis[2-(hydroxymethyl)-1,3-propanediol] decanoate C(CCCCCCCCC)(=O)OCC(CO)(CO)COCC(CO)(CO)CO